C12CNCC2C1C1=NN(C2=C1C(=NC(=C2F)C2=CC(=CC1=CC=C(C(=C21)C#C)F)O)C(C)(C)O)C2CC2 4-[3-(3-azabicyclo[3.1.0]hexan-6-yl)-1-cyclopropyl-7-fluoro-4-(1-hydroxy-1-methyl-ethyl)pyrazolo[4,3-c]pyridin-6-yl]-5-ethynyl-6-fluoro-naphthalen-2-ol